C(#N)C(CC=1C=NC(=CC1F)C=1C=CC2=C(N(C(O2)=O)C)C1)NC(=O)C=1OC=CC=NC1 (2S)-N-(1-cyano-2-(4-fluoro-6-(3-methyl-2-oxo-2,3-dihydrobenzo[d]oxazole-5-yl)pyridin-3-yl)ethyl)-1,4-oxazepine-2-carboxamide